2-(4-(4-chlorophenyl)-2,3,9-trimethyl-6H-thieno[3,2-f][1,2,4]triazolo[4,3-a][1,4]diazepin-6-yl)acetamide hydrochloride Cl.ClC1=CC=C(C=C1)C1=NC(C=2N(C3=C1C(=C(S3)C)C)C(=NN2)C)CC(=O)N